S1NC(NC1=O)=O 1,2,4-thiadiazole-3,5-dione